O=C1NC=CC1 2-oxo-2,3-dihydropyrrole